tert-butyl 4-[3-chloro-5-(1-hydroxyethyl)-6-methoxy-2-methylphenyl]piperidine-1-carboxylate ClC=1C(=C(C(=C(C1)C(C)O)OC)C1CCN(CC1)C(=O)OC(C)(C)C)C